C12OCC(CC1)(CC2)CO[C@@H]([C@H](NC(=O)OCC2=CC=CC=C2)C(=O)O)C O-((2-oxabicyclo[2.2.2]octan-4-yl)methyl)-N-((benzyloxy)carbonyl)-L-threonine